The molecule is a UDP-amino sugar having 4-amino-4-deoxy-beta-L-arabinopyranose as the amino sugar component. It has a role as an Escherichia coli metabolite. It derives from a 4-amino-4-deoxy-beta-L-arabinopyranose. It is a conjugate acid of an UDP-4-amino-4-deoxy-beta-L-arabinopyranose(1-). C1[C@@H]([C@@H]([C@H]([C@H](O1)OP(=O)(O)OP(=O)(O)OC[C@@H]2[C@H]([C@H]([C@@H](O2)N3C=CC(=O)NC3=O)O)O)O)O)N